2,3-dicyanocarbazole methyl-terephthalate CC1=C(C(=O)O)C=CC(=C1)C(=O)O.C(#N)C1=CC=2NC3=CC=CC=C3C2C=C1C#N